NC1=CC2=CN(N=C2C=C1N1CCC(CC1)C(C)(C)O)CCC(C)(O)C 4-(5-amino-6-(4-(2-hydroxypropan-2-yl)piperidin-1-yl)-2H-indazol-2-yl)-2-methylbutan-2-ol